FC(OC=1C=C(CN2CC3(CC2)CCN(CC3)C(=O)N3N=C(C=C3)C(=O)O)C=CC1)(F)F 1-(2-(3-(trifluoromethoxy)benzyl)-2,8-diazaspiro[4.5]decane-8-carbonyl)-1H-pyrazole-3-carboxylic acid